(S)-N-(1-((3,5,6-trichloropyridin-2-yl)oxy)propan-2-yl)-5-chloro-2-methyl-6-ethylpyrimidin-4-amine ClC=1C(=NC(=C(C1)Cl)Cl)OC[C@H](C)NC1=NC(=NC(=C1Cl)CC)C